S(=O)(=O)(C1=CC=C(N=NC2=CC=C(N(C)C)C=C2)C=C1)N[C@@H](CC(C)C)C(=O)O dabsyl-l-leucine